C12(CC(C1)C2)N(S(=O)(=O)C=2SC=CC2)C N-(bicyclo[1.1.1]pent-1-yl)-N-methylthiophene-2-sulfonamide